1-(2-Bromo-5-methoxy-4-nitrophenyl)-4-(dimethoxymethyl)piperidine BrC1=C(C=C(C(=C1)[N+](=O)[O-])OC)N1CCC(CC1)C(OC)OC